ClC=1C=CC(=C(C1)[C@H](CC1=NC(=NC(=N1)N[C@@H](CO)CC(C)C)NS(=O)(=O)C)C)F |o1:7| N-(4-((S*)-2-(5-chloro-2-fluorophenyl)propyl)-6-(((R)-1-hydroxy-4-methylpentan-2-yl)amino)-1,3,5-triazin-2-yl)methanesulfonamide